methyl 4-(dimethoxymethyl)-5-methoxypicolinate COC(C1=CC(=NC=C1OC)C(=O)OC)OC